CC(=C)C(=CC)CC 2-methyl-3-ethyl-1,3-pentadiene